iminoamid N=[N-]